4-(2,3-dihydro-1,4-benzodioxin-6-yl)-3-(3-hydroxyphenyl)-1H-1,2,4-triazole-5-thione O1CCOC2=C1C=CC(=C2)N2C(=NNC2=S)C2=CC(=CC=C2)O